N,N-diethylpalmitamide C(C)N(C(CCCCCCCCCCCCCCC)=O)CC